COC1=CC=C(C=C1)C1OC2=CC=CC=C2C=C1[N+](=O)[O-] 2-(4-methoxyphenyl)-3-nitro-2H-chromene